C(C)OC(/C(=C(/CC\C=C(\CC\C=C(\CCC=C(C)C)/C)/C)\C)/OCC)=O.C(=O)(O)C1=CC=C(C=C1)N1C(C=CC1=O)=O N-(4-carboxyl-phenyl)maleimide ethyl-(2Z,6E,10E)-2-ethoxy-3,7,11,15-tetramethylhexadeca-2,6,10,14-tetraenoate